tert-butyl 6-(6-methyl-1-carbonyl-3,4-dihydro-2,7-naphthyridin-2(1H)-yl)-2-azaspiro[3.3]heptane-2-carboxylate CC=1C=C2CCN(C(C2=CN1)=C=O)C1CC2(CN(C2)C(=O)OC(C)(C)C)C1